(R)-4-(2-chloro-3-(9-(5-chloro-2-methoxybenzyl)-6-(1-methylcyclopropoxy)-9H-purin-8-yl)phenoxy)-2-methylbutanoic acid ClC1=C(OCC[C@H](C(=O)O)C)C=CC=C1C=1N(C2=NC=NC(=C2N1)OC1(CC1)C)CC1=C(C=CC(=C1)Cl)OC